C1(CC1)C1=NC=NC(=C1C1=NN2C(N(C(CC2)=O)CC2=CC(=C(C=C2)C=2N(C=C(N2)C(F)(F)F)C(C)C)F)=C1)OC 2-(4-cyclopropyl-6-methoxypyrimidin-5-yl)-4-(3-fluoro-4-(1-isopropyl-4-(trifluoromethyl)-1H-imidazol-2-yl)benzyl)-6,7-dihydropyrazolo[1,5-a]pyrimidin-5(4H)-one